Cl.NCCOC1=C(C=NN1C1=NC=CC(=C1)CC1=CC(=CC=C1)C(F)(F)F)C(=O)OCC ethyl 5-(2-aminoethoxy)-1-(4-(3-(trifluoromethyl)benzyl)pyridin-2-yl)-1H-pyrazole-4-carboxylate hydrochloride